4-(9-(2-(3-(azepan-1-yl)prop-1-yn-1-yl)pyridin-4-yl)-3,9-diazaspiro[5.5]undec-3-yl)-6-chloropyridazin-3-amine N1(CCCCCC1)CC#CC1=NC=CC(=C1)N1CCC2(CCN(CC2)C2=C(N=NC(=C2)Cl)N)CC1